5-(4-((4-(8-chloro-4-oxo-3,4-dihydroquinazolin-2-yl)piperidin-1-yl)methyl)piperidin-1-yl)-N-methylpicolinamide ClC=1C=CC=C2C(NC(=NC12)C1CCN(CC1)CC1CCN(CC1)C=1C=CC(=NC1)C(=O)NC)=O